NC1=C(C(=NN1C1=CC=NC=C1)C1=CC=C(C=C1)CNC(C1=C(C=CC=C1)OC)=O)C(=O)N 5-Amino-3-[4-[[(2-methoxybenzoyl)amino]methyl]phenyl]-1-(4-pyridinyl)pyrazole-4-carboxamide